P(O)(O)=O.C1(=CC=CC2=CC=CC=C12)C1=CC=CC2=CC=CC=C12 binaphthyl phosphonate